Methyl N-amidinocarbamate C(N)(=N)NC(OC)=O